C(CCC)C(=CCOC(CCCNC(=O)C(CCC(NCCCCCCCCCCCCCC)=O)NC(CCC(=O)O)=O)=O)CCCC 4-[[1-[[4-(3-butylhept-2-enoxy)-4-oxo-butyl]carbamoyl]-4-oxo-4-(tetradecylamino)butyl]amino]-4-oxo-butanoic acid